COC(=O)C1=CC=NC2=CC=C(C=C12)OCC1CC1 6-(cyclopropylmethoxy)quinoline-4-carboxylic acid methyl ester